1-(2-fluoro-4-methylphenyl)dihydropyrimidine-2,4(1H,3H)-dione FC1=C(C=CC(=C1)C)N1C(NC(CC1)=O)=O